3-((3-Exo)-3-((7-((5-(methoxymethyl)-1H-pyrazol-3-yl)amino)-1,6-naphthyridin-5-yl)amino)-8-azabicyclo[3.2.1]octane-8-yl)propionitrile COCC1=CC(=NN1)NC1=NC(=C2C=CC=NC2=C1)NC1CC2CCC(C1)N2CCC#N